NC1=NC=CC(=N1)C=1C2=C(C(=NC1)NCC=1C=C(C(=O)NC3=NC=C(C=C3)N3CCNCC3)C=CC1)CCO2 3-(((7-(2-aminopyrimidin-4-yl)-2,3-dihydrofuro[3,2-c]pyridin-4-yl)amino)methyl)-N-(5-(piperazin-1-yl)pyridin-2-yl)benzamide